BrC=1C=CC(=NC1C)C1=C(C(=NO1)C)C(=O)OC methyl 5-(5-bromo-6-methylpyridin-2-yl)-3-methyl-1,2-oxazole-4-carboxylate